NC(C(=O)O)C1=CC=C(C=C1)C1=CC=C(C=C1)Cl 2-amino-2-(4'-chloro-[1,1'-biphenyl]-4-yl)acetic acid